NC=1N=C(SC1C(C1=CC=CC=C1)=O)N([C@@H](C(=O)N)C)C=1C=NC=CC1 (R)-2-[(4-Amino-5-benzoylthiazol-2-yl)-(3-pyridyl)amino]propanamid